Methyl-4-(2-chloro-4-fluorophenyl)-6-(piperazin-1-ylmethyl)-2-(pyridin-2-yl)-1,4-dihydropyrimidine-5-carboxylate COC(=O)C=1C(N=C(NC1CN1CCNCC1)C1=NC=CC=C1)C1=C(C=C(C=C1)F)Cl